Tert-butyl (2-bromopyridin-4-yl)carbamate BrC1=NC=CC(=C1)NC(OC(C)(C)C)=O